1-(1,1-difluoropropyl)pyrazolo[3,4-d]pyrimidine-6-carboxylic acid FC(CC)(F)N1N=CC=2C1=NC(=NC2)C(=O)O